(S)-((2R,5S)-5-(4-Chlorobenzyl)pyrrolidin-2-yl)(3-fluorophenyl)methanol hydrochloride Cl.ClC1=CC=C(C[C@@H]2CC[C@@H](N2)[C@@H](O)C2=CC(=CC=C2)F)C=C1